2-bromo-1-(2-methoxypyridin-4-yl)ethan-1-one BrCC(=O)C1=CC(=NC=C1)OC